ClC1=C(C=CC(=C1)Cl)N1N=NC(=C1)CO[C@@H]([C@@](CN1N=CN=C1)(O)C1=C(C=C(C=C1)F)F)C (2R,3R)-3-((1-(2,4-dichlorophenyl)-1H-1,2,3-triazol-4-yl)-methoxy)-2-(2,4-difluorophenyl)-1-(1H-1,2,4-triazol-1-yl)butan-2-ol